ClC=1C=2C(N=C3N(C2C=CC1)C1=CC(=CC=C1C3(C)C)C3CCN(CC3)C3CCC(CC3)CO)=O 4-chloro-10-(1-((1s,4s)-4-(hydroxymethyl)cyclohexyl)piperidin-4-yl)-7,7-dimethylindolo[1,2-a]quinazolin-5(7H)-one